ClC(C)(C)C chloro-tertiary butane